1-benzyl-N-(6S)-2-cyclopropyl-5-oxo-4,6,7,8-tetrahydropyrazolo[1,5-a][1,3]diazepin-6-yl-1,2,4-triazole-3-carboxamide C(C1=CC=CC=C1)N1CC=C2N1CC[C@H](C(N2)=O)C2=NC(=NN2)C(=O)NC2CC2